2-fluorophenyl (amyl) thioether C(CCCC)SC1=C(C=CC=C1)F